2-(4-cyclopropyl-2,5-dimethoxyphenyl)ethanamine C1(CC1)C1=CC(=C(C=C1OC)CCN)OC